2-(5-(2-((2,3-dihydro-1H-inden-2-yl)amino)-5,6,7,8-tetrahydroquinazolin-5-yl)-1,3,4-oxadiazol-2-yl)-1-(3,4,6,7-tetrahydro-5H-[1,2,3]triazolo[4,5-c]pyridin-5-yl)ethan-1-one C1C(CC2=CC=CC=C12)NC1=NC=2CCCC(C2C=N1)C1=NN=C(O1)CC(=O)N1CC2=C(CC1)N=NN2